C(C1=CC=CC=C1)OC1=C(C=NC(=C1)Cl)B(O)O 4-(benzyloxy)-6-chloropyridin-3-ylboronic acid